S1C(=CC2=C1C=CC=C2)C2=NC=CC=C2 2-(2-benzothienyl)pyridine